ClC=1C=CC(=C(C(=O)NC2=C(C=C(C=C2)F)Cl)C1)O 5-chloro-N-(2-chloro-4-fluorophenyl)-2-hydroxybenzamide